5-(methylsulfonamidomethyl)benzamide CS(=O)(=O)NCC=1C=CC=C(C(=O)N)C1